C(CCCCCCCCCCCCCCCCC)C(C(C(=O)O)S(=O)(=O)O)(C(=O)O)CCCCCCCCCCCCCCCCCC distearyl-sulfosuccinic acid